Tributylstannyl 2-methylprop-2-enoate CC(C(=O)O[Sn](CCCC)(CCCC)CCCC)=C